7-Hydroxy-4-propyl-8-(2,3,4,5-tetrahydro-1H-benzo[b]azepine-1-carbonyl)-2H-chromen-2-one OC1=CC=C2C(=CC(OC2=C1C(=O)N1C2=C(CCCC1)C=CC=C2)=O)CCC